ClC1=C(C(=CC=C1)Cl)N1C=2N(C3=C(C1=O)C=NC(=N3)NC3=CC(=C1C4(CN(CC1=C3)C)CC4)C)CCN2 6-(2,6-dichlorophenyl)-2-((2',5'-dimethyl-2',3'-dihydro-1'H-spiro[cyclopropane-1,4'-isoquinolin]-7'-yl)amino)-8,9-dihydroimidazo[1,2-a]pyrimido[5,4-e]pyrimidin-5(6H)-one